(E)-3-(4-fluorophenyl)-1-phenyl-5-styryl-1H-pyrazole-4-carboxylic acid ethyl ester C(C)OC(=O)C=1C(=NN(C1\C=C\C1=CC=CC=C1)C1=CC=CC=C1)C1=CC=C(C=C1)F